2-(6-{[(3R,4S)-3-fluoro-2,2,6,6-tetramethylpiperidin-4-yl]oxy}pyridazin-3-yl)-5-(imidazo[1,2-b]pyridazin-6-yl)pyridin-3-ol dihydrochloride Cl.Cl.F[C@@H]1C(NC(C[C@@H]1OC1=CC=C(N=N1)C1=NC=C(C=C1O)C=1C=CC=2N(N1)C=CN2)(C)C)(C)C